CN1N=CC(=C1C1=CC=2N(C=C1)N=C(C2)NC2=NC=NC(=C2)C)O[C@@H]2CN(CC2)C 5-[2-methyl-4-[(3S)-1-methylpyrrolidin-3-yl]oxy-pyrazol-3-yl]-N-(6-methylpyrimidin-4-yl)pyrazolo[1,5-a]pyridin-2-amine